methyl 2-amino-4-bromo-3-chloro-5-iodo-benzoate NC1=C(C(=O)OC)C=C(C(=C1Cl)Br)I